N[C@@H](CCC(=O)O)C(=O)N(CC(=O)O)C glutamyl-methyl-glycine